4-iodo-3-methoxy-N-methyl-2-nitro-5-(trifluoromethyl)aniline 2-hexyldecyl-3-((4-((2-(diethylamino)ethyl)amino)-3-(2-hexyldecanamido)-4-oxobutyl)thio)propanoate C(CCCCC)C(COC(CCSCCC(C(=O)NCCN(CC)CC)NC(C(CCCCCCCC)CCCCCC)=O)=O)CCCCCCCC.IC1=C(C(=C(NC)C=C1C(F)(F)F)[N+](=O)[O-])OC